tris(t-butoxy)tin C(C)(C)(C)O[Sn](OC(C)(C)C)OC(C)(C)C